N-(3,4-dichloro-2-fluorophenyl)-7-methoxy-5-nitro-6-(piperidin-4-yloxy)quinazolin-4-amine hydrochloride Cl.ClC=1C(=C(C=CC1Cl)NC1=NC=NC2=CC(=C(C(=C12)[N+](=O)[O-])OC1CCNCC1)OC)F